3-(2-(4-methylenepyridin-1-yl)pyrimidin-4-yl)urea C=C1C=CN(C=C1)C1=NC=CC(=N1)NC(N)=O